(R)-N-(5-(5-(difluoromethyl)-1,2,4-oxadiazol-3-yl)-2,3-dihydro-1H-inden-1-yl)-1-(2-hydroxyethyl)-6-oxo-1,6-dihydropyridine-3-carboxamide FC(C1=NC(=NO1)C=1C=C2CC[C@H](C2=CC1)NC(=O)C1=CN(C(C=C1)=O)CCO)F